C(C)OCC(=O)OCCCCCCC(C)C isononyl ethoxyacetate